C(#N)[C@H](CC=1SC(=CC1)C1=CC=C(C=C1)C#N)NC(=O)[C@@H]1C[C@H]2[C@@H](N1)COC2 (2S,3aS,6aR)-N-[(1S)-1-cyano-2-[5-(4-cyanophenyl)thiophen-2-yl]ethyl]-hexahydro-1H-furo[3,4-b]pyrrole-2-carboxamide